C(C)(=O)[O-].[Co+2].C(C)(=O)[O-] cobalt acetate salt